N-{[4-(5-methylthiophene-2-sulfonyl)phenyl]methyl}-1H-pyrrolo[3,2-c]pyridine-2-carboxamide CC1=CC=C(S1)S(=O)(=O)C1=CC=C(C=C1)CNC(=O)C1=CC=2C=NC=CC2N1